3,8-diethyl-decane-3,8-diol C(C)C(CC)(CCCCC(CC)(O)CC)O